FC1(CCC2=C1N=C(N=C2C2=CC1=C([C@@H](CO1)NS(=O)(=O)C)C(=C2)OC)N2[C@H]([C@@H](C2)O)C)F N-((S)-6-(7,7-difluoro-2-((2S,3R)-3-hydroxy-2-methylazetidin-1-yl)-6,7-dihydro-5H-cyclopenta[d]pyrimidin-4-yl)-4-methoxy-2,3-dihydrobenzofuran-3-yl)methanesulfonamide